1-(2-(4-(2-(6-methylpyridin-2-yl)-6,7-dihydro-5H-pyrrolo[1,2-a]imidazol-3-yl)pyridin-2-yl)-4,6-dihydropyrrolo[3,4-d]imidazol-5(1H)-yl)ethan-1-one CC1=CC=CC(=N1)C=1N=C2N(C1C1=CC(=NC=C1)C1=NC3=C(N1)CN(C3)C(C)=O)CCC2